OC(=O)C(F)(F)F.O=C1N(C[C@H]2N1CCNC2)CC(C(=O)O)CC 2-[[(8aS)-3-oxo-1,5,6,7,8,8a-hexahydroimidazo[1,5-a]pyrazin-2-yl]methyl]butanoic Acid TFA Salt